3-(1-oxo-5-((2-(piperidin-1-yl)cyclopentyl)amino)isoindolin-2-yl)piperidine-2,6-dione O=C1N(CC2=CC(=CC=C12)NC1C(CCC1)N1CCCCC1)C1C(NC(CC1)=O)=O